N-(5-(6-(2-((1R,5S)-3-oxa-8-azabicyclo[3.2.1]octan-8-yl)-4-(tert-butyl)phenyl)-1-oxo-3,4-dihydroisoquinolin-2(1H)-yl)-2-((2-methoxyethoxy)methoxy)phenyl)methanesulfonamide [C@H]12COC[C@H](CC1)N2C2=C(C=CC(=C2)C(C)(C)C)C=2C=C1CCN(C(C1=CC2)=O)C=2C=CC(=C(C2)NS(=O)(=O)C)OCOCCOC